ClC=1C(=C2C(=C(N=C(C2=CN1)C1C2CN(CC12)C(=O)OC(C)(C)C)C)C)F tert-butyl 6-(6-chloro-5-fluoro-3,4-dimethyl-2,7-naphthyridin-1-yl)-3-azabicyclo[3.1.0]hexane-3-carboxylate